Cl.C(C)OCC1(N(CCC1)CC=1C=NC=CC1)CCC=1SC=CC1 3-((2-(ethoxymethyl)-2-(2-(thiophen-2-yl)ethyl)pyrrolidin-1-yl)methyl)pyridine HCl